CC=1C=C(C(=O)O)C=CC1C1=NN(C=N1)C1=CC=C(C=C1)OC(C(F)(F)F)(F)F 3-methyl-4-(1-(4-(perfluoroethoxy)phenyl)-1H-1,2,4-triazol-3-yl)benzoic acid